5''-(4-Fluoro-3-methylphenyl)-9''-hydroxy-4'',4''-dimethyl-4'',5''-dihydro-3''H-dispiro[cyclobutane-1,1'-cyclobutane-3',1''-pyrano[4,3-b]indole]-3-carboxylic acid FC1=C(C=C(C=C1)N1C2=C(C=3C(=CC=CC13)O)C1(OCC2(C)C)CC2(C1)CC(C2)C(=O)O)C